COCCN1C=NC2=CC(=CC=C2C1=O)NC(NC=1C=C(C=CC1)N(C(C)=O)C)=O N-(3-(3-(3-(2-methoxyethyl)-4-oxo-3,4-dihydroquinazolin-7-yl)ureido)phenyl)-N-methylacetamide